2-(4-ethoxybenzoyl)benzoic acid C(C)OC1=CC=C(C(=O)C2=C(C(=O)O)C=CC=C2)C=C1